diethyl (S)-2-(2-(3-fluoropyrrolidin-1-yl)-4-phenylpyridin-3-yl)-6,7-dihydro-3H-imidazo[4,5-c]pyridine-3,5(4H)-dicarboxylate F[C@@H]1CN(CC1)C1=NC=CC(=C1C1=NC2=C(CN(CC2)C(=O)OCC)N1C(=O)OCC)C1=CC=CC=C1